C(\C=C\C)(=O)ON(CCN(OC(\C=C\C)=O)OC(\C=C\C)=O)OC(\C=C\C)=O.[Ca] calcium ethylenediamine tetracrotonate